[Si](C)(C)(C(C)(C)C)NS(=O)(=O)C1=CC=2C=3C(N(C2C=C1)C1=CC=C(C=C1)C(F)(F)F)=CN(N3)C N-(tert-butyldimethylsilyl)-2-methyl-4-[4-(trifluoro-methyl)phenyl]pyrazolo[4,3-b]indole-7-sulfonamide